C(C(=C)C)(=O)OCCCC1=CC2=CC3=CC=CC=C3C=C2C=C1 3-(2-anthracenyl)propyl methacrylate